C1(=CC=CC=C1)C(OC1CCN(CC1)CCCC(C1=CC=C(C=C1)C(C)(C)C)=O)C1=CC=CC=C1 4-diphenylmethoxy-1-[3-(p-tert-butylbenzoyl)propyl]piperidine